7-[(4S)-5,7-difluorochromen-4-yl]oxy-N,N,2-trimethyl-3-(p-tolylsulfonyl)benzimidazole-5-carboxamide FC1=C2C(=CCOC2=CC(=C1)F)OC1=CC(=CC2=C1N=C(N2S(=O)(=O)C2=CC=C(C=C2)C)C)C(=O)N(C)C